[Sb](I)(I)I antimony triiodide